4-cyano-N-(4-(hydroxymethyl)tetrahydro-2H-pyran-4-yl)-2-methyl-5-((4-methylthiazol-5-yl)methoxy)benzofuran-3-carboxamide C(#N)C1=C(C=CC2=C1C(=C(O2)C)C(=O)NC2(CCOCC2)CO)OCC2=C(N=CS2)C